(Z)-3-hexenol isovalerate C(CC(C)C)(=O)OCC\C=C/CC